(4R)-5-(6-Nitro-3-pyridinyl)-2,5-diazabicyclo[2.2.1]Heptane-2-carboxylic acid tert-butyl ester C(C)(C)(C)OC(=O)N1C2CN([C@@H](C1)C2)C=2C=NC(=CC2)[N+](=O)[O-]